O=C([C@H](CC1=CC=CC=C1)NC(OC(C)(C)C)=O)N1[C@@H](CCC1)C(N[C@@H](CC1=NC=CC=C1)C1=CC=CC=C1)=O tert-Butyl (S)-1-oxo-3-phenyl-1-((S)-2-((S)-1-phenyl-2-(pyridin-2-yl)ethylcarbamoyl)pyrrolidin-1-yl)propan-2-ylcarbamate